COC1=CC=C(C=C1)C1=C(C(=C2C=CC3=C(C(=C(C4=CC=C1C2=C34)C3=CC=C(C=C3)OC)OCC3=CC=CC=C3)C3=CC=C(C=C3)OC)C3=CC=C(C=C3)OC)OCC3=CC=CC=C3 1,3,6,8-tetrakis-(4-methoxyphenyl)-2,7-dibenzyloxy-pyrene